ClC=1C(=C(CNC(CNC(OC(C)(C)C)=O)=O)C=CC1)F tert-butyl (2-((3-chloro-2-fluorobenzyl)amino)-2-oxoethyl)carbamate